divinyl-1,4-Butylene glycol C(=C)C(CCCO)(C=C)O